BrC1=CC=2N(C(N(C(C2S1)=O)C=1C=NC=C(C1)N1CCOCC1)=O)CCC#N 3-[6-bromo-3-(5-morpholinyl-3-pyridinyl)-2,4-dioxo-thieno[3,2-d]pyrimidin-1-yl]propionitrile